(6-chloro-2-ethylimidazo[1,2-a]pyrimidin-3-yl)(3,5-dibromo-4-hydroxyphenyl)-methanone ClC=1C=NC=2N(C1)C(=C(N2)CC)C(=O)C2=CC(=C(C(=C2)Br)O)Br